BrC1=C(C=CC(=C1)F)C(C)N1C[C@@H](N(C[C@H]1CC)C(=O)OC(C)(C)C)CC Tert-butyl (2S,5R)-4-(1-(2-bromo-4-fluorophenyl) ethyl)-2,5-diethylpiperazine-1-carboxylate